(E)-3-(2-(8-benzyl-2-oxa-5,8-diazaspiro[3.4]octane-5-carbonyl)phenyl)-1-(3,4-dimethoxyphenyl)prop-2-en-1-one C(C1=CC=CC=C1)N1CCN(C12COC2)C(=O)C2=C(C=CC=C2)/C=C/C(=O)C2=CC(=C(C=C2)OC)OC